tert-butyl (2-((4-formylphenyl)(methyl)amino)ethyl)(methyl)carbamate C(=O)C1=CC=C(C=C1)N(CCN(C(OC(C)(C)C)=O)C)C